NC=1C=C(C=CC1)C(CCN1CCOCC1)=O 1-(3-aminophenyl)-3-morpholinopropan-1-one